ClC1=C(\C=N\OC(C(=O)OCC)(C)C)C=C(C(=C1)F)N1C(N(C(=CC1=O)C(F)(F)F)C)=O ethyl 2-{[(E)-{2-chloro-4-fluoro-5-[3-methyl-2,6-dioxo-4-(trifluoromethyl)-3,6-dihydropyrimidin-1(2H)-yl]benzylidene} amino]oxy}-2-methylpropanoate